C(C1=CC=CC=C1)OC1=CC=C(C=C1)C=1NC=CN1 2-(4-(benzyloxy)phenyl)-1H-imidazol